ClC1=NC(=C2N=CN(C2=N1)[C@@H]1SC[C@H]([C@H]1O)O)N[C@@H]1CCC2=CC(=CC=C12)C (2R,3R,4S)-2-[2-chloro-6-[[(1R)-5-methylindan-1-yl]amino]purin-9-yl]tetrahydrothiophene-3,4-diol